CN1C(C(C(C2=CC=CC=C12)=O)[N+](=O)[O-])=O 1-methyl-3-nitroquinoline-2,4(1h,3h)-dione